CC1=CC=C(C=C1)S(=O)(=O)OCCC(CCOC1=C(C=C(C=C1C#N)C(C)(C)C1=CC=C(C=C1)OCC12CC(C1)(C2)NC(=O)OC(C)(C)C)Cl)(F)F [5-[4-[1-[4-[[3-(tert-butoxycarbonylamino)-1-bicyclo[1.1.1]pentanyl]methoxy]phenyl]-1-methyl-ethyl]-2-chloro-6-cyano-phenoxy]-3,3-difluoro-pentyl] 4-methylbenzenesulfonate